C(#N)C=1C(=NC(=CN1)N1C[C@@H](CCC1)N1C(N(CC1)C)=O)NC=1C=C(C=CC1)NC(OC(C)(C)C)=O Tert-butyl (R)-(3-((3-cyano-6-(3-(3-methyl-2-oxoimidazolidin-1-yl)piperidin-1-yl)pyrazin-2-yl)amino)phenyl)carbamate